C(C)N1CCOCC1.[P] phosphorus compound with N-ethylmorpholine